C(C)(C)(C)OC(=O)N1CC2=C(C=C(C=C2CC1)[N+](=O)[O-])C=C 6-nitro-8-vinyl-3,4-dihydroisoquinoline-2(1H)-carboxylic acid tert-butyl ester